2-Benzyl-1-phenyl-2,5,6,7-tetrahydro-4H-isoindol-4-one C(C1=CC=CC=C1)N1C(=C2CCCC(C2=C1)=O)C1=CC=CC=C1